(4-(4-((4-(2-(3-chloro-5-cyanophenyl)prop-2-yl)phenoxy)methyl)pyrimidin-2-yl)piperazin-1-yl)pyrrolidine-1-carboxylate ClC=1C=C(C=C(C1)C#N)C(C)(C)C1=CC=C(OCC2=NC(=NC=C2)N2CCN(CC2)C2N(CCC2)C(=O)[O-])C=C1